S(O)(O)(=O)=O.CC1(C(N(C2=CC=CC=C12)C1CCN(CC1)C([C@H](CCC1=CC=CC=C1)NC(=O)[C@H]1CNCCC1)=O)=O)C (R)-N-((S)-1-(4-(3,3-dimethyl-2-oxoindolin-1-yl)piperidin-1-yl)-1-oxo-4-phenylbutan-2-yl)piperidine-3-carboxamide sulfuric acid salt